C[C@@H]1N(CCNC1)C1=NC(=NN2C1=NC=C2CC2=CC=CC1=CC=CC=C21)OC[C@H]2N(CCC2)C ((S)-2-methylpiperazin-1-yl)-2-(((S)-1-methylpyrrolidin-2-yl)methoxy)-7-(naphthalen-1-ylmethyl)imidazo[2,1-f][1,2,4]triazine